Methyl 3-(trifluoromethyl)-1H-pyrazole-5-carboxylate FC(C1=NNC(=C1)C(=O)OC)(F)F